3-[2-(4-chlorophenyl)imidazo[1,2-a]pyridin-3-yl]-1-(6,7-dimethoxy-3,4-dihydro-1H-isoquinolin-2-yl)prop-2-en-1-one ClC1=CC=C(C=C1)C=1N=C2N(C=CC=C2)C1C=CC(=O)N1CC2=CC(=C(C=C2CC1)OC)OC